methyl 2-[[(4S)-2-[(3-bromo-2-methyl-phenyl)carbamoyl]-4,5,6,7-tetrahydropyrazolo[1,5-a]pyridin-4-yl]amino]acetate BrC=1C(=C(C=CC1)NC(=O)C1=NN2C([C@H](CCC2)NCC(=O)OC)=C1)C